C(CCCCC)(=O)[O-].[Na+] Natrium hexanoat